CC1(C(=O)[O-])C=CC(C(=O)[O-])(C=C1)C 1,4-dimethylterephthalate